FS(C1=CC=C(OC2=CC=C(C=C2)NC(=O)C2CN(CCC2)C(=O)OC(C)(C)C)C=C1)(F)(F)(F)F tert-Butyl 3-((4-(4-(pentafluorosulfanyl)phenoxy)phenyl) carbamoyl)piperidine-1-carboxylate